(S)-8-(2-methyl-6-((R)-2,2,2-trifluoro-1-(2',4',6'-trimethyl-3-(3-methyl-1H-pyrazol-1-yl)-[1,1'-biphenyl]-4-yl)ethoxy)pyrimidin-4-yl)-2,8-diazaspiro[4.5]decane-3-carboxylic acid CC1=NC(=CC(=N1)N1CCC2(C[C@H](NC2)C(=O)O)CC1)O[C@@H](C(F)(F)F)C1=C(C=C(C=C1)C1=C(C=C(C=C1C)C)C)N1N=C(C=C1)C